(1S,4s)-4-(8-(4-chloro-2,6-difluorophenylamino)-2-((1R,2R)-2-hydroxycyclohexylamino)-9H-purin-9-yl)cyclohexanecarboxamide ClC1=CC(=C(C(=C1)F)NC=1N(C2=NC(=NC=C2N1)N[C@H]1[C@@H](CCCC1)O)C1CCC(CC1)C(=O)N)F